3-(cyclopropylmethyl)-10-(difluoromethyl)-16-fluoro-20-oxa-3,4,11,12,23-pentaazapentacyclo[19.3.1.02,6.08,12.013,18]pentacosa-1(24),2(6),4,8,10,13,15,17,21(25),22-decaen-22-amine C1(CC1)CN1C=2C3=CN=C(C(OCC4=CC(=CC=C4N4N=C(C=C4CC2C=N1)C(F)F)F)=C3)N